C(C)(C)(C)OC(=O)N1C[C@H](CC1)NC1=NC(N(C2=CC(=CC=C12)C(F)(F)F)C1=C(C=CC=C1)C)=O (S)-3-((2-oxo-1-(o-tolyl)-7-(trifluoromethyl)-1,2-dihydroquinazolin-4-yl)amino)pyrrolidine-1-carboxylic acid tert-butyl ester